C1(CCCC1)N1[C@@H](C(N(C=2C=NC(=NC12)NC1=C(C=C(C(=O)NC2CC(C2)N(C2CCNCC2)C2CC2)C=C1)OC)C)=O)CC 4-[[(7R)-8-cyclopentyl-7-ethyl-5-methyl-6-oxo-7H-pteridin-2-yl]amino]-N-[3-[cyclopropyl(4-piperidyl)amino]cyclobutyl]-3-methoxy-benzamide